bis(3,4-dicarboxyphenyl)hexafluoropropane C(=O)(O)C=1C=C(C=CC1C(=O)O)C(C(F)(F)F)(C(F)(F)F)C1=CC(=C(C=C1)C(=O)O)C(=O)O